1-chloro-9,11-octadecadiene ClCCCCCCCCC=CC=CCCCCCC